FC1=C(C=CC2=C1N(C(=N2)C2=CC=C(C=C2)S(=O)(=O)C)C)C2CCN(CC2)C2CCN(CC2)C2CCOCC2 7-fluoro-1-methyl-2-(4-(methylsulfonyl)phenyl)-6-(1'-(tetrahydro-2H-pyran-4-yl)-[1,4'-bipiperidin]-4-yl)-1H-benzo[d]imidazole